hexenyl-pentyl-phosphinic acid C(=CCCCC)P(O)(=O)CCCCC